CO[C@@H]1CN(C[C@H]1OC)C/C=C/C(=O)N1CCC(CC1)C=1C=CN2N=CN=C(C21)NC2=CC(=C(C=C2)OC2=CC1=C(N(C=N1)C)C=C2)C (E)-4-((3R,4R)-3,4-dimethoxypyrrolidin-1-yl)-1-(4-(4-((3-methyl-4-((1-methyl-1H-benzo[d]imidazol-5-yl)oxy)phenyl)amino)pyrrolo[2,1-f][1,2,4]triazin-5-yl)piperidin-1-yl)but-2-en-1-one